BrC=1C=C(C2=C(C(=CO2)COC2=C(C=CC=C2)CC(=O)OCC)C1)C ethyl 2-(2-((5-bromo-7-methylbenzofuran-3-yl)methoxy)phenyl)acetate